CN(C)[K] (dimethylamino)potassium